2,2'-bis(2,4,6-tribromophenyl)-4,4',5,5'-tetrakis(4-ethoxycarbonylphenyl)-1,2'-biimidazole BrC1=C(C(=CC(=C1)Br)Br)C=1N(C(=C(N1)C1=CC=C(C=C1)C(=O)OCC)C1=CC=C(C=C1)C(=O)OCC)C1(N=C(C(=N1)C1=CC=C(C=C1)C(=O)OCC)C1=CC=C(C=C1)C(=O)OCC)C1=C(C=C(C=C1Br)Br)Br